tert-butyl (S)-4-(4-(2-(dimethylcarbamoyl)-7-fluoro-6-(1-isobutyryl-1,2,5,6-tetrahydropyridin-3-yl)-1H-indol-4-yl)-3-fluorophenyl)-2-methylpiperazine-1-carboxylate CN(C(=O)C=1NC2=C(C(=CC(=C2C1)C1=C(C=C(C=C1)N1C[C@@H](N(CC1)C(=O)OC(C)(C)C)C)F)C=1CN(CCC1)C(C(C)C)=O)F)C